C1(C(C1)N(C(=O)C1=CC=2C3=C(C(=NC2C=C1)N)C(OC3)C)CC3=NC=C(C=C3)C(F)(F)F)C3CC3 N-([1,1'-bi(cyclopropan)]-2-yl)-4-amino-3-methyl-N-((5-(trifluoromethyl)pyridin-2-yl)methyl)-1,3-dihydrofuro[3,4-c]quinoline-8-carboxamide